4-Bromophenylacetic acid BrC1=CC=C(C=C1)CC(=O)O